FC(N(C(F)(F)F)C(F)(F)F)(F)F perfluorotrimethyl-amine